BrC1=CC=C(C(=O)N(C)[C@H](CN2CC(C2)O)CCC)C=C1 (S)-4-Bromo-N-(1-(3-hydroxyazetidin-1-yl)pentan-2-yl)-N-methylbenzamide